N1=CC=C(C=C1)C\C(\C(\C)=N\NC(NC)=S)=N\NC(NC)=S (2Z,2'E)-2,2'-(1-(pyridin-4-yl)butane-2,3-diylidene)bis(N-methylhydrazine-1-carbothioamide)